3-methyl-2-bromobenzoyl chloride CC=1C(=C(C(=O)Cl)C=CC1)Br